ClC1=CC2=C(N=C(S2)NC(C2=C(C=C(C=C2F)N2CCNCC2)F)=O)C(=C1)C N-(6-chloro-4-methylbenzo[d]thiazol-2-yl)-2,6-difluoro-4-(piperazin-1-yl)benzamide